3-bromo-N-{4-chloro-2-methyl-6-[(methylamino)carbonyl]Phenyl}-1-(3-chloro-2-pyridinyl)-1H-pyrazole-5-carboxamide BrC1=NN(C(=C1)C(=O)NC1=C(C=C(C=C1C(=O)NC)Cl)C)C1=NC=CC=C1Cl